5-amino-3-(2-(4-(2-fluoro-4-(piperidin-4-yloxy)phenyl)piperazin-1-yl)ethyl)-8-(furan-2-yl)thiazolo[5,4-e][1,2,4]triazolo[1,5-c]pyrimidin-2(3H)-one NC1=NC2=C(C=3N1N=C(N3)C=3OC=CC3)SC(N2CCN2CCN(CC2)C2=C(C=C(C=C2)OC2CCNCC2)F)=O